C(C)(C)(C)OC(=O)N1[C@@H](CCC1)C=1NC(=C(N1)C1=CC=C(C=C1)C(NC1=NC=CC(=C1)OC)=O)C(=O)OCC (S)-ethyl 2-(1-(tert-butoxycarbonyl)pyrrolidin-2-yl)-4-(4-((4-methoxypyridin-2-yl)carbamoyl)phenyl)-1H-imidazole-5-carboxylate